N1C(=CC2=NC=CC=C21)C2=CC=CC(=N2)N2CCNCCC2 1-(6-{1H-Pyrrolo[3,2-b]pyridin-2-yl}pyridin-2-yl)-1,4-diazepane